But-3-yn-1-yl-L-proline methyl ester COC([C@H]1N(CCC1)CCC#C)=O